NC1=CC(=C2C(=N1)NN(C2=O)C)NC=2C(=C(C(=O)O)C=CC2)OC 3-((6-amino-2-methyl-3-oxo-2,3-dihydro-1H-pyrazolo[3,4-b]pyridin-4-yl)amino)-2-methoxybenzoic acid